(6-(methylsulfonyl)-5,6,7,8-tetrahydro-[1,2,4]triazolo[4,3-c]pyrimidin-3-yl)(4-(2-(trifluoromethyl)phenyl)piperidin-1-yl)methanone CS(=O)(=O)N1CN2C(CC1)=NN=C2C(=O)N2CCC(CC2)C2=C(C=CC=C2)C(F)(F)F